N-(2-Methoxyphenyl)-6-morpholin-4-yl-N1-p-tolyl-[1,3,5]triazine-2,4-diamine hydrochloride Cl.COC1=C(C=CC=C1)NC1N(C(=NC(=N1)N)N1CCOCC1)C1=CC=C(C=C1)C